methyl 4-amino-1-(2,6-dimethylpyridin-3-yl)-2-oxo-7-iodo-1,2-dihydroquinoline-3-carboxylate NC1=C(C(N(C2=CC(=CC=C12)I)C=1C(=NC(=CC1)C)C)=O)C(=O)OC